3-[5-amino-2-(2-[4-[2-(3,3-difluoro-3-phosphonopropoxy)ethoxy]-2-methylphenyl]ethyl)benzo[f]1,7-naphthyridin-8-yl]propionic acid NC1=NC2=C(C=3C=C(C=NC13)CCC1=C(C=C(C=C1)OCCOCCC(P(=O)(O)O)(F)F)C)C=CC(=C2)CCC(=O)O